C1CC12NCC[C@@H](C2)OC=2N=NC(=CN2)C2=C(C=C(C=C2)N2C=NC=C2)O (S)-2-(3-((4-azaspiro[2.5]octan-7-yl)oxy)-1,2,4-triazin-6-yl)-5-(1H-imidazol-1-yl)phenol